(2R,3R,4R,5S)-1-((4,4-dimethylcyclohexyl)methyl)-2-(hydroxymethyl)piperidine-3,4,5-triol CC1(CCC(CC1)CN1[C@@H]([C@H]([C@@H]([C@H](C1)O)O)O)CO)C